N-(3-(2,8,9-trioxa-5-aza-1-silabicyclo[3.3.3]undec-1-yl)propyl)-1H-imidazole-1-carboxamide [Si]12(OCCN(CCO1)CCO2)CCCNC(=O)N2C=NC=C2